C(CCC)N1C=2C=C3C(=CC2C(C=2C=CC(=CC12)C(F)(F)F)=O)N(C1=CC(=CC=C1C3=O)C(F)(F)F)CCCC 5,12-dibutyl-3,10-bis(trifluoromethyl)quinolino[2,3-b]acridine-7,14(5H,12H)-dione